2,4,5,6-tetrafluororesorcinol FC1=C(O)C(=C(C(=C1O)F)F)F